O[C@@]12CCCC[C@]13C=1C=C(C=CC1C[C@H]2NCC3)OC (-)-14-hydroxy-3-methoxymorphinan